BrC=1C(=NC(=NC1)NC=1C(=NN(C1)C)OC)C1=CNC2=C(C=CC=C12)[N+](=O)[O-] 5-bromo-N-(3-methoxy-1-methyl-1H-pyrazol-4-yl)-4-(7-nitro-1H-indol-3-yl)pyrimidin-2-amine